N-(7-cyclopropyl-1-methyl-1H-indazol-3-yl)-2,3-difluorobenzamide C1(CC1)C=1C=CC=C2C(=NN(C12)C)NC(C1=C(C(=CC=C1)F)F)=O